FC=1C=C(C=2C3=C(N(C2C1)CC1=CC=C(C=C1)CP(OCC)(OCC)=O)C=NC=N3)F diethyl ((4-((7,9-difluoro-5H-pyrimido[5,4-b]indol-5-yl)methyl)phenyl)methyl)phosphonate